(3-chloro-1-(6-(trifluoromethyl)pyridin-3-yl)-1H-pyrazol-4-yl)carbamic acid tert-butyl ester C(C)(C)(C)OC(NC=1C(=NN(C1)C=1C=NC(=CC1)C(F)(F)F)Cl)=O